(S)-2-((tert-Butoxycarbonyl)amino)-3-(4-(tert-butoxycarbonyl)phenyl)propanoic acid C(C)(C)(C)OC(=O)N[C@H](C(=O)O)CC1=CC=C(C=C1)C(=O)OC(C)(C)C